bromo-2'-methyl-4'H-spiro[cyclopropane-1,3'-pyrazino[1,2-b]indazol]-1'-one BrC1C2(N(C(C=3N1N=C1C=CC=CC31)=O)C)CC2